succinic acid mono(2-methacryloyloxyethyl) ester C(C(=C)C)(=O)OCCOC(CCC(=O)O)=O